4-chloro-7-((6-((dimethylamino)methyl)-5-(tetrahydro-2H-pyran-4-yl)pyridin-2-yl)amino)-1-oxoisoindoline-2-carboxylic acid tert-butyl ester C(C)(C)(C)OC(=O)N1C(C2=C(C=CC(=C2C1)Cl)NC1=NC(=C(C=C1)C1CCOCC1)CN(C)C)=O